6-(5-amino-4-fluoro-6-(trifluoromethyl)pyridin-2-yl)-N2,N4-bis(1-cyclopropylethyl)-1,3,5-triAzine-2,4-diamine NC=1C(=CC(=NC1C(F)(F)F)C1=NC(=NC(=N1)NC(C)C1CC1)NC(C)C1CC1)F